((6-(dimethylcarbamoyl)pyridin-2-yl)methyl)carbamic acid tert-butyl ester C(C)(C)(C)OC(NCC1=NC(=CC=C1)C(N(C)C)=O)=O